The molecule is a nucleoside that is one of the homologues in the mixture that is tunicamycin, characterised by a 12-methyltridec-2-enoyl fatty acyl substituent on the amino group of the tunicamine moiety. It has a role as an antimicrobial agent. CC(C)CCCCCCCC/C=C/C(=O)N[C@@H]1[C@H]([C@H]([C@H](O[C@H]1O[C@@H]2[C@@H]([C@H]([C@@H]([C@H](O2)CO)O)O)NC(=O)C)C[C@H]([C@@H]3[C@H]([C@H]([C@@H](O3)N4C=CC(=O)NC4=O)O)O)O)O)O